(E)-N-(3,7-dimethyloct-2,6-dienyl)cyclopropanecarboxamide C\C(=C/CNC(=O)C1CC1)\CCC=C(C)C